[Na].N1C(=CC2=CC=CC=C12)CCC(=O)N 3-(1H-indol-2-yl)Propionamide Sodium